O1C(CCCC1)N1N=CC2=CC(=CC=C12)OC1(CC1)CO [1-(1-tetrahydropyran-2-ylindazol-5-yl)-oxy-cyclopropyl]methanol